N1(CCCCC1)NC(=O)C=1N=C(N(C1C)C1=CC=C(C=C1)C#CCCCO)C1=C(C=C(C=C1)Cl)Cl 2-(2,4-Dichloro-phenyl)-1-[4-(5-hydroxy-pent-1-ynyl)-phenyl]-5-methyl-1H-imidazole-4-carboxylic acid piperidin-1-ylamide